2-(2,4-dioxotetrahydropyrimidin-1(2H)-yl)-5-((4-(pyridin-4-yl)piperazin-1-yl)methyl)isoindoline-1,3-dione O=C1N(CCC(N1)=O)N1C(C2=CC=C(C=C2C1=O)CN1CCN(CC1)C1=CC=NC=C1)=O